8-(3-((4,4-bis(((Z)-oct-5-en-1-yl)oxy)butanoyl)oxy)-2-(hydroxymethyl)propoxy)-8-oxooctyl 2-butyloctanoate C(CCC)C(C(=O)OCCCCCCCC(=O)OCC(COC(CCC(OCCCC\C=C/CC)OCCCC\C=C/CC)=O)CO)CCCCCC